Butyl ((2-chloropyridin-4-yl)methyl)(methyl)carbamate ClC1=NC=CC(=C1)CN(C(OCCCC)=O)C